C(C1=CC=CC=C1)OC(=O)N1CCC2=CC(=CC=C12)[C@H]1[C@@H](C1)NCC1CCNCC1 Trans-benzyl-5-(2-(piperidin-4-ylmethylamino)cyclopropyl)indoline-1-carboxylate